N-methyl-N'-nitro-N-nitroguanine CN(C=1N(C(C=2NC=NC2N1)=O)[N+](=O)[O-])[N+](=O)[O-]